FC(C[C@H](C(=O)NC1=NC=CC(=C1)C1=C(C=2C(NC=CC2N1)=O)C1=CC=CC=C1)C1=CC=C(C=C1)F)F (2S)-4,4-Difluoro-2-(4-fluorophenyl)-N-[4-(4-oxo-3-phenyl-4,5-dihydro-1H-pyrrolo[3,2-c]pyridin-2-yl)pyridin-2-yl]butanamid